[2H]C(=O)O[2H] deuterio deuterioformate